2',3'-dihydroxy-morpholino-thymidine OC1[C@@](O[C@@H](C1(O)O)CO)(N1C(=O)NC(=O)C(C)=C1)N1CCOCC1